(2S,11aR)-2-(Benzyloxy)-7-fluoro-6-(((S)-1-hydroxypropan-2-yl)oxy)-8-methyl-2,3,11,11a-tetrahydro-1H,5H-benzo[f]pyrrolo[2,1-c][1,4]oxazepin-5-one C(C1=CC=CC=C1)O[C@H]1C[C@@H]2COC3=C(C(N2C1)=O)C(=C(C(=C3)C)F)O[C@H](CO)C